CC1=C(C=CC(=C1CC)CC)N o-methyl-diethylbenzeneamine